2-((1H-pyrazol-5-yl)oxy)-6-((6-aminopyridin-2-yl)methyl)-4-methyl-4H-thiazolo[5',4':4,5]Pyrrolo[2,3-d]Pyridazin-5(6H)-one N1N=CC=C1OC=1SC2=C(N(C=3C(N(N=CC32)CC3=NC(=CC=C3)N)=O)C)N1